N1N=CC(=C1)C=1C2=C(C(=NC1)NCC=1C=C(C(=O)NC3COC(C3)(C)C)C=CC1)CCO2 3-(((7-(1H-Pyrazol-4-yl)-2,3-dihydrofuro[3,2-c]pyridin-4-yl)amino)methyl)-N-(5,5-dimethyltetrahydrofuran-3-yl)benzamid